tert-butyl (S)-(3-hydroxy-3-(thiophen-2-yl)propyl)(methyl)carbamate O[C@@H](CCN(C(OC(C)(C)C)=O)C)C=1SC=CC1